N-(7-((2-(2,6-dioxopiperidin-3-yl)-1,3-dioxoisoindolin-4-yl)amino)heptyl)acetamide O=C1NC(CCC1N1C(C2=CC=CC(=C2C1=O)NCCCCCCCNC(C)=O)=O)=O